FC1=C(C=CC(=C1)F)C(CN1N=CN=C1)(O)C1(CC1)OC1=C(C=C(C=C1F)Cl)F 1-(2,4-difluorophenyl)-2-(1H-1,2,4-triazol-1-yl)-1-[1-(2,6-difluoro-4-chlorophenoxy)cyclopropyl]ethanol